Cl.FC1(CN(C1)C1CNCCC1)F 3-(3,3-Difluoroazetidin-1-yl)piperidine hydrochloride